1,2-dilinoleoyloxy-N,N-dimethylaminopropane C(CCCCCCC\C=C/C\C=C/CCCCC)(=O)OC(C(C)OC(CCCCCCC\C=C/C\C=C/CCCCC)=O)N(C)C